(R)-tert-butyl (1-(4-(1-ethyl-4-(trifluoromethyl)-1H-imidazol-2-yl)phenyl)ethyl)carbamate C(C)N1C(=NC(=C1)C(F)(F)F)C1=CC=C(C=C1)[C@@H](C)NC(OC(C)(C)C)=O